N-[3-chloro-4-(cyclobutoxy)-2-fluoro-phenyl]-6-[(1S,4S)-2,5-diazabicyclo[2.2.1]heptan-2-yl]pyrimido[5,4-d]pyrimidin-4-amine ClC=1C(=C(C=CC1OC1CCC1)NC=1C2=C(N=CN1)C=NC(=N2)N2[C@@H]1CN[C@H](C2)C1)F